[Zr].[La].[Ce] Cerium lanthanum zirconium